N-Methyl-diethanolamin CN(CCO)CCO